N2-(2-(1-(Cyclopropylsulfonyl)-1H-pyrazol-4-yl)pyrimidin-4-yl)-5-(1-(2,2-difluoroethyl)-1H-pyrazol-3-yl)-N4-((1s,4s)-4-(2-(dimethylamino)ethyl)cyclohexyl)pyridine-2,4-diamine C1(CC1)S(=O)(=O)N1N=CC(=C1)C1=NC=CC(=N1)NC1=NC=C(C(=C1)NC1CCC(CC1)CCN(C)C)C1=NN(C=C1)CC(F)F